ClC1=CC=C(C(=N1)C(=O)NS(=O)(=O)C)N[C@H](C)C=1C=C(C=C2C(N(C(=NC12)N1CC2=C(CC1)ON=C2)C)=O)C (R)-6-chloro-3-((1-(2-(6,7-dihydroisoxazolo[4,5-c]pyridin-5(4H)-yl)-3,6-dimethyl-4-oxo-3,4-dihydroquinazolin-8-yl)ethyl)amino)-N-(methylsulfonyl)picolinamide